1-benzyl-4-(trimethylsilyloxy)piperidine-4-carbonitrile C(C1=CC=CC=C1)N1CCC(CC1)(C#N)O[Si](C)(C)C